2,6-dimethyl-4-tert-butylpyridine CC1=NC(=CC(=C1)C(C)(C)C)C